C[C@H]1CC[C@@H](N(C1)C(C(=O)NC1=C2C(=CN=C1)NN=C2)=O)C=2C=CC1=C(N=C(S1)C1CCN(CC1)C)C2 [(2R,5S)-5-methyl-2-[2-(1-methyl-4-piperidyl)-1,3-benzothiazol-5-yl]-1-piperidyl]-2-oxo-N-(1H-pyrazolo[3,4-c]pyridin-4-yl)acetamide